6-(5-(7-ethyl-7H-imidazo[4,5-c]pyridazin-4-yl)-2-fluorophenyl)-5-methoxy-4-methyl-2H-Benzo[b][1,4]oxazine C(C)N1C=NC2=C1N=NC=C2C=2C=CC(=C(C2)C2=C(C1=C(OCCN1C)C=C2)OC)F